ClC1=CC(=C(C=N1)C=1C=NN(C1)C1CCN(CC1)C(=O)OC(C)(C)C)N1C[C@H](CCC1)NC(=O)OC(C)(C)C tert-butyl 4-[4-[6-chloro-4-[(3S)-3-(tert-butoxycarbonylamino)-1-piperidyl]-3-pyridyl]pyrazol-1-yl]piperidin-1-carboxylate